N-(4-[[(5-tert-butyl-1,2-oxazol-3-yl)carbamoyl]amino]phenyl)-5-[(1,2,2,6,6-pentamethylpiperidin-4-yl)oxy]pyridine-2-carboxamide mesylate S(C)(=O)(=O)O.C(C)(C)(C)C1=CC(=NO1)NC(=O)NC1=CC=C(C=C1)NC(=O)C1=NC=C(C=C1)OC1CC(N(C(C1)(C)C)C)(C)C